4-[(5-{(E)-2-[6-(benzyloxy)-7-methoxy-1,2,3,4-tetrahydroisoquinolin-1-yl]ethenyl}-2-methoxy-4-methylphenoxy)methyl]pyridin-2-amine C(C1=CC=CC=C1)OC=1C=C2CCNC(C2=CC1OC)/C=C/C=1C(=CC(=C(OCC2=CC(=NC=C2)N)C1)OC)C